((2S)-1,1-dicyclohexyl-3-((2-isopropyl-2-(2-oxo-4-(trifluoromethyl)imidazolidin-1-yl)-2,3-dihydro-1H-inden-5-yl)amino)-3-oxopropan-2-yl)-4-methyl-1,2,5-oxadiazole-3-carboxamide C1(CCCCC1)C([C@@H](C(=O)NC=1C=C2CC(CC2=CC1)(N1C(NC(C1)C(F)(F)F)=O)C(C)C)NC(=O)C1=NON=C1C)C1CCCCC1